C1(=CC=CC2=CC=CC=C12)[C@@H](C)NC[C@@H]1OC2=CC=CC=C2C2(OCCO2)C1 (R)-1-(naphthalen-1-yl)-N-(((R)-spiro[chromane-4,2'-[1,3]dioxolan]-2-yl)methyl)ethan-1-amine